O1C(CCC1)[SiH3] 2-tetrahydrofuryl-silane